1-(6-(pyridin-3-yl)-2-(4-(m-tolyl)-1H-pyrazol-1-yl)furo[3,2-d]pyrimidin-4-yl)-1H-pyrazol-3-amine N1=CC(=CC=C1)C1=CC=2N=C(N=C(C2O1)N1N=C(C=C1)N)N1N=CC(=C1)C=1C=C(C=CC1)C